(5S,8S)-N-(4-cyano-2-fluorobenzyl)-5-fluoro-8-hydroxy-5,6,7,8-tetrahydroquinoline-5-carboxamide C(#N)C1=CC(=C(CNC(=O)[C@]2(C=3C=CC=NC3[C@H](CC2)O)F)C=C1)F